FC=1C(=CC(=NC1)NC1=NC=CC(=C1)CS(=O)(=O)C)C1=C(C=C(C=C1)F)OC (+)-5-fluoro-4-(4-fluoro-2-methoxyphenyl)-N-{4-[(S-methylsulfonyl)methyl]pyridin-2-yl}pyridin-2-amine